rac-(5aR,6S,7R,8R,8aR)-8-(aminomethyl)-5a-(4-bromophenyl)-3-chloro-7-(hydroxymethyl)-1-methoxy-6-phenyl-5a,6,7,8-tetrahydro-8aH-cyclopenta[4,5]furo[3,2-c]pyridin-8a-ol NC[C@H]1[C@@H]([C@H]([C@]2([C@@]1(C=1C(=NC(=CC1O2)Cl)OC)O)C2=CC=C(C=C2)Br)C2=CC=CC=C2)CO |r|